(S)-6-(1-amino-1,3-dihydrospiro[indene-2,4'-piperidine]-1'-yl)-3-(1-(2,4-dichlorophenyl)cyclopropyl)-1,5-dihydro-4H-pyrazolo[3,4-d]pyrimidin-4-one N[C@@H]1C2=CC=CC=C2CC12CCN(CC2)C=2NC(C1=C(N2)NN=C1C1(CC1)C1=C(C=C(C=C1)Cl)Cl)=O